(S)-1-((10-Hydroxy-7-(4,4,4-trifluoro-2-(2,2,2-trifluoroethyl)butanoyl)-7-azaspiro[4.5]decan-10-yl)methyl)-6-oxo-4-phenyl-1,6-dihydropyridine-3-carboxylic acid O[C@]1(CCN(CC12CCCC2)C(C(CC(F)(F)F)CC(F)(F)F)=O)CN2C=C(C(=CC2=O)C2=CC=CC=C2)C(=O)O